CC1(CC2(CC(N1)(C)C)OC1(CCCCCCCCCCC1)N(C2=O)CCC(=O)OCCCCCCCCCCCC)C dodecyl 3-(2,2,4,4-tetramethyl-21-oxo-7-oxa-3,20-diazadispiro(5.1.11.2)Henicosan-20-yl)propionate